2-(2,4-Difluorobenzyl)-4-methyl-2,4,5,6-tetrahydropyrrolo[3,4-c]pyrazole FC1=C(CN2N=C3C(=C2)C(NC3)C)C=CC(=C1)F